ClC=1N=CC2=C(N1)N(C(CC2)=O)CC2=CC=C(C=C2)C=2N(C=C(N2)C(F)(F)F)C 2-chloro-8-([4-[1-methyl-4-(trifluoromethyl)-1H-imidazol-2-yl]phenyl]methyl)-5H,6H,7H,8H-pyrido[2,3-d]pyrimidin-7-one